2-[6-chloro-3-(2-methyl-1,3-dioxolan-2-yl)-2-pyridyl]-3-(difluoromethyl)-1H-pyrazol-5-one ClC1=CC=C(C(=N1)N1NC(C=C1C(F)F)=O)C1(OCCO1)C